CC(C)C(C(=O)O)CCCCCCCCCCCC.C(CCCCCCCCCCCCC)(=O)OC(C)C isopropyl myristate (propane-2-yl tetradecanoate)